B(C1=CC(=C(C=C1)N(C)C)C)(O)O N,N,2-TRIMETHYLANILINE-4-BORONIC ACID